(5S,7S)-7-Fluoro-5-(3-fluorophenyl)-2-[(1S,2S)-2-fluorocyclopropyl]sulfonyl-6,7-dihydro-5H-pyrrolo[1,2-b][1,2,4]triazol F[C@H]1C[C@H](N2N=C(N=C21)S(=O)(=O)[C@@H]2[C@H](C2)F)C2=CC(=CC=C2)F